3,3-Dimethoxyprop-1-ene COC(C=C)OC